C(CCCCCC)(=O)C(C(=O)O)CCCCC heptanoyl-(heptanoic acid)